NCCC(C(C(C(C(C(C(=O)N)(CCN)CCN)(CCN)CCN)(CCN)CCN)(CCN)CCN)(CCN)CCN)(CCCCC)CCN dodeca-(2-aminoethyl)-lauramide